(E)-2-(4-bromophenyl)-9-(3-methoxybenzylidene)-6,7,8,9-tetrahydro-4H-furo[2,3-d]pyrido[1,2-a]pyrimidin-4-one BrC1=CC=C(C=C1)C1=CC2=C(N=C/3N(C2=O)CCC\C3=C/C3=CC(=CC=C3)OC)O1